(cyclopentadienyl)(cyclohexadienyl)cobalt C1(C=CC=C1)[Co]C1=CC=CCC1